FC1=CC=C(C=C1)C=1C=C2C(=NC=NC2=C(C1)OC)NCC1=NC=C(C=C1)C 6-(4-Fluorophenyl)-8-methoxy-N-((5-methylpyridin-2-yl)methyl)quinazolin-4-amine